C(CCC)C1=CC=C(C=C1)C1=CC=C(C=C1)B(O)O 4'-BUTYL-4-BIPHENYLBORONIC ACID